4-((4,5-dibromothien-2-yl)methyl)pyrrolidine-1,2-dicarboxylic acid 2-benzyl ester 1-tert-butyl ester di-trifluoroacetate FC(C(=O)O)(F)F.FC(C(=O)O)(F)F.C(C)(C)(C)OC(=O)N1C(CC(C1)CC=1SC(=C(C1)Br)Br)C(=O)OCC1=CC=CC=C1